Methyl-4-{[3-({5-[3-amino-2,6-dioxo-4-(trifluoromethyl)-3,6-dihydropyrimidin-1(2H)-yl]-2-chloro-4-fluorophenyl} sulfanyl)pyridin-2-yl]oxy}butanoat COC(CCCOC1=NC=CC=C1SC1=C(C=C(C(=C1)N1C(N(C(=CC1=O)C(F)(F)F)N)=O)F)Cl)=O